ClC1=C(C=CC(=C1)Cl)C[C@@H](C[C@@H]([C@@H](C(C)(C)C)O)N1N=CNC1=S)C 2-[(2S,4S,5R)-1-(2,4-Dichloro-phenyl)-5-hydroxy-2,6,6-trimethylheptan-4-yl]-2,4-dihydro-3H-1,2,4-triazol-3-thion